Cl.N[C@H](C(=O)OC)CCCNC(=O)OC(C)(C)C methyl (S)-2-amino-5-((tert-butoxycarbonyl)amino)pentanoate hydrochloride